5H-Cyclopenta[1,2-b:5,4-b']Dipyridin N1=C2C(=CC=C1)CC=1C2=NC=CC1